(±)-amphetamine N[C@H](C)CC1=CC=CC=C1 |r|